2-bromo-7-cyclobutylpyrazolo[1,5-a]pyrimidine-5-carboxylic acid BrC1=NN2C(N=C(C=C2C2CCC2)C(=O)O)=C1